2-ethylindazole-7-carboxylic acid C(C)N1N=C2C(=CC=CC2=C1)C(=O)O